BrC=1C=C(C=C2C(N(C(=NC12)N1CC2(C1)CCCCC2)C)=O)C 8-bromo-3,6-dimethyl-2-(2-azaspiro[3.5]-non-2-yl)quinazolin-4(3H)-one